N-methacryloyl-1-aminosalicylic acid C(C(=C)C)(=O)NC1(C(=O)O)C(O)C=CC=C1